FC1=CC=C2C(=N1)C(CCO2)=O 6-fluoro-2,3-dihydro-4H-pyrano[3,2-b]pyridin-4-one